CN1C=CC=2C1=[N+](C=CC2C(F)(F)F)[O-] 1-methyl-4-(trifluoromethyl)-1H-pyrrolo[2,3-b]pyridine 7-oxide